CC1(CCC1)C(=O)OCC([C@H](C[C@H]1C(NCC1)=O)NC([C@@H](NC(=O)C=1NC2=CC=CC(=C2C1)OC)CC(C)C)=O)=O (3S)-3-({N-[(4-methoxy-1H-indol-2-yl) carbonyl]-L-leucyl}amino)-2-oxo-4-[(3S)-2-oxopyrrolidin-3-yl]butyl 1-methylcyclobutanecarboxylate